5-(6-methyl-5-(1-(2-methylbenzyl)-1H-pyrrol-3-yl)pyridin-3-yl)pyrimidine-2,4(1H,3H)-dione CC1=C(C=C(C=N1)C=1C(NC(NC1)=O)=O)C1=CN(C=C1)CC1=C(C=CC=C1)C